N-{3-[2-(4-chloro-3-fluorophenoxy)acetamido]bicyclo[1.1.1]pentan-1-yl}-5,6-dimethylpyridine-3-carboxamide ClC1=C(C=C(OCC(=O)NC23CC(C2)(C3)NC(=O)C=3C=NC(=C(C3)C)C)C=C1)F